CN1CCC(CC1)N1CCC(CC1)C(=O)NC1=CC(=CC=C1)NC1=NC=CC(=N1)NC1=NC(=NC=C1)C1=NC(=CC=C1)C 1-(1-methyl-4-piperidyl)-N-[3-[[4-[[2-(6-methyl-2-pyridyl)pyrimidin-4-yl]amino]pyrimidin-2-yl]amino]phenyl]piperidine-4-carboxamide